(3S)-methyl 3-(3-((2-(1-((5-azidopentyl) oxy)-2,2-dimethylpropyl)-2'-fluoro-5'-methoxy-[1,1'-biphenyl]-4-yl) methoxy) phenyl)-3-cyclopropylpropanoate N(=[N+]=[N-])CCCCCOC(C(C)(C)C)C1=C(C=CC(=C1)COC=1C=C(C=CC1)[C@@H](CC(=O)OC)C1CC1)C1=C(C=CC(=C1)OC)F